(R)-2-(2-((5-(1-aminoisoquinolin-5-yl)-1'-ethyl-2,3-dihydrospiro[indene-1,4'-piperidin]-3-yl)oxy)phenyl)acetic acid NC1=NC=CC2=C(C=CC=C12)C=1C=C2[C@@H](CC3(CCN(CC3)CC)C2=CC1)OC1=C(C=CC=C1)CC(=O)O